(7R,14R)-11-chloro-1-(difluoromethoxy)-6,7-dihydro-7,14-methanobenzo[f]benzo[4,5]imidazo[1,2-a][1,4]diazocin-5(14H)-one ClC1=CC2=C(N=C3N2[C@H]2C4=C(C(N[C@@H]3C2)=O)C=CC=C4OC(F)F)C=C1